methyl 4-sulfamoyl-1-tosyl-1H-indole-2-carboxylate S(N)(=O)(=O)C1=C2C=C(N(C2=CC=C1)S(=O)(=O)C1=CC=C(C)C=C1)C(=O)OC